NN1CCC(CC1)CCN1CCN(CC1)C1=C(C(=C(C=C1)NC1C(NC(CC1)=O)=O)F)F 3-((4-(4-(2-(1-aminopiperidin-4-yl)ethyl)piperazin-1-yl)-2,3-difluorophenyl)amino)piperidine-2,6-dione